FC(C(C1=CC=C(C=C1)F)NS(=O)(=O)C1=CC2=C(CCO2)C=C1)(F)F N-(2,2,2-trifluoro-1-(4-fluorophenyl)ethyl)-2,3-dihydrobenzofuran-6-sulfonamide